C(C)OC=1C=C(C(=O)NC2=CC=C(C=C2)[C@@H]2CNCCO2)C=CN1 |r| (RS)-2-Ethoxy-N-(4-(morpholin-2-yl)-phenyl)-isonicotinamid